C(C)N1N=CC(=C1C(=O)N[C@H]1C[C@H](CCC1)NC1=CC(=NC2=CC=C(C=C12)F)C(F)(F)F)C 1-ethyl-N-[(1r,3s)-3-{[6-fluoro-2-(trifluoromethyl)quinolin-4-yl]amino}cyclohexyl]-4-methyl-1H-pyrazole-5-carboxamide